C(CCCC(=O)OCC(CCCCCCCC)CCCCCC)(=O)OCCC1CCN(CC1)CCCS O5-(2-hexyldecyl) O1-[2-[1-(3-sulfanylpropyl)-4-piperidyl] ethyl] glutarate